DIDEOXYINOSINE C1C[C@@H](O[C@@H]1CO)N2C=NC3=C2N=CNC3=O